Aminophosphotin N[Sn]P(=O)=O